N-(8-((2-hydroxyethyl)amino)-5-phenyl-2,7-naphthyridin-3-yl)cyclopropanecarboxamide OCCNC=1N=CC(=C2C=C(N=CC12)NC(=O)C1CC1)C1=CC=CC=C1